(S)-3-(4-(((5-methoxy-1,2,3,4-tetrahydronaphthalen-2-yl)(propyl)amino)methyl)piperidine-1-carbonyl)benzamide COC1=C2CC[C@@H](CC2=CC=C1)N(CCC)CC1CCN(CC1)C(=O)C=1C=C(C(=O)N)C=CC1